rac-7-bromo-2-((1S*,2S*)-2-(4-methylpyrimidin-2-yl)cyclopropyl)quinoline-5-carbonitrile BrC=1C=C(C=2C=CC(=NC2C1)[C@@H]1[C@H](C1)C1=NC=CC(=N1)C)C#N |r|